1-methyl-6-(trifluoromethyl)-1H-pyrazolo[3,4-d]pyrimidin CN1N=CC=2C1=NC(=NC2)C(F)(F)F